4-(4-bromobenzo[b]thiophen-2-yl)-6-(4-fluorophenethyl)-2-isobutyl-5-(5-methyl-1,3,4-oxadiazol-2-yl)-1,4-dihydropyridine-3-carboxamide BrC1=CC=CC=2SC(=CC21)C2C(=C(NC(=C2C=2OC(=NN2)C)CCC2=CC=C(C=C2)F)CC(C)C)C(=O)N